C(#C)C1=CC=C(C=C1)CCCCCC(O)S 6-(4-ethynylphenyl)-sulfanylhexan-1-ol